C(C)OC(=O)C1CN(CC1C1=C(C2=C(NC(=N2)[C@H](C2CCC(CC2)C)N)C=C1)F)C(C)=O 1-acetyl-4-{2-[(S)-amino(4-methylcyclohexyl)methyl]-4-fluoro-1H-benzimidazol-5-yl}pyrrolidine-3-carboxylic acid ethyl ester